3-Ethynyl-pyridine-1-oxide C(#C)C=1C=[N+](C=CC1)[O-]